rac-(4-(2-(tert-butyl)phenyl)piperidin-1-yl)((2R,3R)-3-hydroxypyrrolidin-2-yl)methanone C(C)(C)(C)C1=C(C=CC=C1)C1CCN(CC1)C(=O)[C@@H]1NCC[C@H]1O |r|